methyl 4-(5-cyano-2-methylphenyl)-6-methylnicotinate C(#N)C=1C=CC(=C(C1)C1=CC(=NC=C1C(=O)OC)C)C